(1S,2R,4S)-4-(2-amino-6-oxo-1H-purin-9(6H)-yl)-3-methylene-2-((2-phenylacetoxy)methyl)cyclopentyl hexanoate C(CCCCC)(=O)O[C@@H]1[C@H](C([C@H](C1)N1C=2N=C(NC(C2N=C1)=O)N)=C)COC(CC1=CC=CC=C1)=O